FC1=C(C=CC(=C1)F)CC(=O)NC1CN(C1)C1=CC(=C(C(=C1)F)C1C(NC(CC1)=O)=O)F 2-(2,4-difluorophenyl)-N-(1-(4-(2,6-dioxopiperidin-3-yl)-3,5-difluorophenyl)azetidin-3-yl)acetamide